4-Methyl-N-[4-(4-propyl-piperazin-1-yl)-2-trifluoromethyl-phenyl]-3-(4-pyridin-3-yl-pyrimidin-2-ylamino)-benzamide CC1=C(C=C(C(=O)NC2=C(C=C(C=C2)N2CCN(CC2)CCC)C(F)(F)F)C=C1)NC1=NC=CC(=N1)C=1C=NC=CC1